(2E,4E)-11,11,11-trifluoro-N-((2S,3R)-3-hydroxy-1-(((5S,8S,10S,E)-10-hydroxy-5-methyl-2,7-dioxo-1,6-diazacyclododec-3-en-8-yl)amino)-1-oxobutan-2-yl)undeca-2,4-dienamide FC(CCCCC/C=C/C=C/C(=O)N[C@H](C(=O)N[C@@H]1C(N[C@H](/C=C/C(NCC[C@@H](C1)O)=O)C)=O)[C@@H](C)O)(F)F